N-(3,5-difluoro-4-{[1-(4-methylbenzene-1-sulfonyl)-3-(propan-2-yl)-1H-pyrrolo[2,3-b]pyridin-4-yl]oxy}phenyl)-N'-[(3-methyloxetan-3-yl)methyl]urea FC=1C=C(C=C(C1OC1=C2C(=NC=C1)N(C=C2C(C)C)S(=O)(=O)C2=CC=C(C=C2)C)F)NC(=O)NCC2(COC2)C